2-(1-{2-[5-(methylamino)-1H-indazol-3-yl]pyrimidin-4-yl}-1H-pyrazol-4-yl)ethane CNC=1C=C2C(=NNC2=CC1)C1=NC=CC(=N1)N1N=CC(=C1)CC